2-(3,4-dimethoxyphenyl)-3-isopropyl-5-(piperidin-4-yl)-1H-indole HCl Cl.COC=1C=C(C=CC1OC)C=1NC2=CC=C(C=C2C1C(C)C)C1CCNCC1